(S)-3-((3-(4-chlorophenethyl)-3-(ethoxy-methyl)pyrrolidin-1-yl)methyl)pyridine ClC1=CC=C(CC[C@]2(CN(CC2)CC=2C=NC=CC2)COCC)C=C1